NC=1C(=NC(=CC1OC)C1=CC(=CC=C1)C1=NOC(=C1)[C@]1(C(N(CC1)C)=O)O)C(=O)N (R)-3-amino-6-(3-(5-(3-hydroxy-1-methyl-2-oxopyrrolidin-3-yl)isoxazol-3-yl)phenyl)-4-methoxypyridineamide